tert-butyl 4-(3-((2-(2,6-dioxopiperidin-3-yl)-1,3-dioxoisoindoline-5-yl)amino)propyl)piperazine-1-carboxylate O=C1NC(CCC1N1C(C2=CC=C(C=C2C1=O)NCCCN1CCN(CC1)C(=O)OC(C)(C)C)=O)=O